3,3-difluoro-(R)-4-methyl-7-(methylsulfanyl)-1,2,3,4-tetrahydroquinoline FC1(CNC2=CC(=CC=C2[C@H]1C)SC)F